1,3-di(allyloxy)-2-propanol C(C=C)OCC(COCC=C)O